5-[(1S)-1-(3,5-Dimethylpyridazin-4-yl)ethoxy]-6-methoxy-3-[6-(2-methylsulfonyl-2,6-diazaspiro[3.3]heptan-6-yl)-3-pyridyl]-1-tetrahydropyran-2-yl-indazole CC=1N=NC=C(C1[C@H](C)OC=1C=C2C(=NN(C2=CC1OC)C1OCCCC1)C=1C=NC(=CC1)N1CC2(CN(C2)S(=O)(=O)C)C1)C